[S-2].C(C)(CCCCCC)[Zn+2] secondary octyl-zinc sulfide